NC1=C(C=C(C=C1)C=1N=C(C2=C(N1)C=C(S2)CN(C2=NC=C(C=N2)C(=O)NO)C)N2CCOCC2)CO 2-(((2-(4-Amino-3-(hydroxymethyl)phenyl)-4-morpholinothieno[3,2-d]pyrimidin-6-yl)methyl)(methyl)amino)-N-hydroxypyrimidine-5-carboxamide